methyl (4R)-6-(bromomethyl)-4-(2-chloro-4-fluoro-phenyl)-2-thiazol-2-yl-1,4-dihydropyrimidine-5-carboxylate BrCC1=C([C@@H](N=C(N1)C=1SC=CN1)C1=C(C=C(C=C1)F)Cl)C(=O)OC